CC1=C(C(=C(C1([Hf]C1=C(C2=C3CCCC3=CC=C2C1)CC(C)(C)C)C)C)C)C pentamethylcyclopentadienyl(1-neopentyl-3,6,7,8-tetrahydro-as-indacenyl)hafnium